C(\C=C/C=CCCCCCCCCCCCCC)(=O)O (Z)-Octadecadienoic acid